C(C)(C)C(CC(C)C)N 1,2-diisopropylethylamine